2-isobutyl-5-phenyloxazole C(C(C)C)C=1OC(=CN1)C1=CC=CC=C1